C(C1=C(C(=C(C(=C1)CC)N)CC)Cl)C1=C(C(=C(C(=C1)CC)N)CC)Cl 4,4'-methylene-bis-(3-chloro-2,6-diethylbenzeneAmine)